FC(C1=CC=C(C=C1)C1(CC1)C1=NOC(=N1)CC(C(=O)OC(C)(C)C)=C)(F)F tert-butyl 2-((3-(1-(4-(trifluoromethyl)phenyl)cyclopropyl)-1,2,4-oxadiazol-5-yl)methyl)acrylate